C(C)(=O)NC1=C2CCCC(C2=C(C=C1F)N)=O 5-acetamido-6-fluoro-8-amino-1-tetralone